phenyl-(biphenyl-4-yl)-phenylamine C1(=CC=CC=C1)N(C1=CC=CC=C1)C1=CC=C(C=C1)C1=CC=CC=C1